FC(C)(F)C1=NC(=CC(=N1)NC1=CC(=NC=C1OCC1=CC(=NO1)CC)NC(C)=O)C N-(4-((2-(1,1-difluoroethyl)-6-methylpyrimidin-4-yl)amino)-5-((3-ethylisoxazol-5-yl)methoxy)pyridin-2-yl)acetamide